C(C)(C)(C)OC(=O)NC1=CC=C(C=C1)S(=O)(=O)N(C(OC(C)(C)C)=O)CCOCC#C tert-butyl N-[4-(tert-butoxycarbonylamino)phenyl]sulfonyl-N-(2-prop-2-ynoxyethyl)carbamate